methyl 4-[3-[2,6-dichloro-4-(2,6-diazaspiro[3.3]heptan-2-yl)benzoyl]-2,4-dihydro-1,3-benzoxazin-8-yl]-5-fluoro-2-(3-oxa-8-azabicyclo[3.2.1]octan-8-yl)benzoate ClC1=C(C(=O)N2COC3=C(C2)C=CC=C3C3=CC(=C(C(=O)OC)C=C3F)N3C2COCC3CC2)C(=CC(=C1)N1CC2(C1)CNC2)Cl